Cl.NCCCC1=C(C=CC(=C1)F)N1CN(C(C2=CC(=CC=C12)C(F)(F)F)=O)C=1C(=NC(=CC1)OC)Br 1-(2-(3-Aminopropyl)-4-fluorophenyl)-3-(2-bromo-6-methoxypyridin-3-yl)-6-(trifluoromethyl)-2,3-dihydroquinazolin-4(1H)-one, hydrochloride salt